Cl.C(=O)NN formylhydrazine hydrochloride